hexahydro-4,7-methano-indenyl propionate C(CC)(=O)OC1CCC2C3CCC(=C12)C3